FC=1C=CC(=C(CNC2N(CCCC2)C(=O)[O-])C1)N(C)CC1=CC=C(C=C1)OCC(C)C 5-fluoro-2-[[4-(2-methylpropoxy)benzyl]methylamino]benzylamino-piperidine-1-carboxylate